BrC1=CC(=NC=C1)NC(=O)CN1CCN(CC1)CC(=O)OC methyl 2-(4-{[(4-bromopyridin-2-yl)carbamoyl]methyl}piperazin-1-yl)acetate